C(C)(C)(C)OC(=O)N1CCC(CC1)CO N-tert-butyloxycarbonyl-4-piperidinemethanol